3-methyl-4-phenoxyaniline CC=1C=C(N)C=CC1OC1=CC=CC=C1